(R)-2-(5-fluoro-2-methoxypyridin-4-yl)-1-((S)-7'-methyl-6'-(pyrimidin-2-yl)-3',4'-dihydro-1'H-spiro[pyrrolidin-3,2'-[1,8]naphthyridin]-1-yl)propane-1-one FC=1C(=CC(=NC1)OC)[C@H](C(=O)N1C[C@@]2(NC3=NC(=C(C=C3CC2)C2=NC=CC=N2)C)CC1)C